CC=1C(=NC=C(C1)C)CN(C)C[C@@H]1N(CC2=CC=CC(=C2C1)N1C(COCC1)=O)C(=O)OC(C)(C)C tert-butyl (R)-3-((((3,5-dimethylpyridin-2-yl)methyl)(methyl)amino)methyl)-5-(3-oxomorpholino)-3,4-dihydroisoquinoline-2(1H)-carboxylate